NC1=NC2=C(C=3N1N=C(N3)C=3OC=CC3)SC(N2CCN2CCN(CC2)C2=C(C=C(OCC(=O)NCCN)C=C2)F)=O 2-(4-(4-(2-(5-Amino-8-(furan-2-yl)-2-oxothiazolo[5,4-e][1,2,4]triazolo[1,5-c]pyrimidin-3(2H)-yl)ethyl)piperazin-1-yl)-3-fluorophenoxy)-N-(2-aminoethyl)acetamid